Cl.N(C(=N)N)CCCO 3-Guanidino-1-propanol hydrochloride